N-(3-chloro-4-fluorophenyl)-2-methyl-4-oxo-2,4,5,6,7,8-hexahydrocyclohepta[c]pyrrole-1-carboxamide ClC=1C=C(C=CC1F)NC(=O)C=1N(C=C2C1CCCCC2=O)C